(1-(7-bromo-2-chloro-6,8-difluoroquinazolin-4-yl)-3-methylpiperidin-3-yl)carbamic acid tert.Butyl ester C(C)(C)(C)OC(NC1(CN(CCC1)C1=NC(=NC2=C(C(=C(C=C12)F)Br)F)Cl)C)=O